C1(CC1)C=1NC(=NN1)C1CC2(CN(C2)C(=O)N2CC(C2)C2=CC=C(C=C2)C=2N=C(SC2C)C)C1 [6-(5-cyclopropyl-4H-1,2,4-triazol-3-yl)-2-azaspiro[3.3]heptan-2-yl]-[3-[4-(2,5-dimethylthiazol-4-yl)phenyl]azetidin-1-yl]methanone